1-Benzyl-N-(1,9-dimethyl-2-oxo-2,3,4,5-tetrahydro-1H-imidazo[1,5-a][1,3]diazepin-3-yl)-1H-1,2,3-triazol-4-carboxamid C(C1=CC=CC=C1)N1N=NC(=C1)C(=O)NC1C(N(C=2N(CC1)C=NC2C)C)=O